C(CCCCCCCCCC)OC(CCSCCBr)=O 3-(2-bromoethyl)mercaptopropionic acid undecyl ester